1-methyl-5-(4-methylpyridin-3-yl)-1H-benzo[d]imidazol-2-amine CN1C(=NC2=C1C=CC(=C2)C=2C=NC=CC2C)N